ClC=1C=NC(=NC1)N1CCC(CC1)CCCOC1=CC(=C(C=C1)CC(=O)N1CCN(CC1)C[C@@H]([C@@H]([C@@H](CO)O)O)O)F 2-(4-(3-(1-(5-chloropyrimidin-2-yl)piperidin-4-yl)propoxy)-2-fluorophenyl)-1-(4-((2S,3S,4R)-2,3,4,5-tetrahydroxypentyl)piperazin-1-yl)ethan-1-one